5-(3-fluoro-4-(1-thiomorpholinocyclopropyl)phenyl)-N-(3-(piperidin-1-yl)propyl)thieno[3,2-b]pyridin-7-amine FC=1C=C(C=CC1C1(CC1)N1CCSCC1)C1=CC(=C2C(=N1)C=CS2)NCCCN2CCCCC2